OC=1C=C(C2=CC=CC=C2C1)CCOC1=C(C=NC=N1)C#N 6-(2-(3-hydroxynaphthalen-1-yl)ethoxy)pyrimidine-5-carbonitrile